3-methyl-5-(N-(3-(methylamino)phenethyl)sulfamoyl)benzofuran-2-carboxylic acid CC1=C(OC2=C1C=C(C=C2)S(NCCC2=CC(=CC=C2)NC)(=O)=O)C(=O)O